1-[4-(1-Benzoyl-5-{[(4-fluorophenyl)methyl]amino}-4-methyl-1H-pyrazol-3-yl)-3-methylpiperidin-1-carbonyl]pyrrolidin-3-ol C(C1=CC=CC=C1)(=O)N1N=C(C(=C1NCC1=CC=C(C=C1)F)C)C1C(CN(CC1)C(=O)N1CC(CC1)O)C